ClC(C)OC(=O)N(C1=NC=CC=C1COC(CN(C)C(=O)OC(C)(C)C)=O)C (2-{[(1-chloroethoxy)carbonyl](methyl)amino}pyridin-3-yl)methyl-N-(tert-butoxycarbonyl)-N-methylglycinate